3-amino-1-(2-pyrimidinyl)-2(1H)-pyridone NC=1C(N(C=CC1)C1=NC=CC=N1)=O